(1R,5S,6r)-6-((methylsulfonyloxy)methyl)-3-azabicyclo[3.1.0]Hexane-3-Carboxylic acid CS(=O)(=O)OCC1[C@H]2CN(C[C@@H]12)C(=O)O